FC1=CC=C(C=C1)C(=O)N1CCCC2=CC(=C(N=C12)C1=CC=C(C=C1)F)[Se]C (4-fluorophenyl)(7-(4-fluorophenyl)-6-(methylseleno)-3,4-dihydro-1,8-naphthyridin-1(2H)-yl)methanone